BrC1=C2CCCC2=C(C=2CCCC12)N 8-Bromo-1,2,3,5,6,7-hexahydro-s-indacen-4-amine